ClC=1C=C(C=CC1OCC1=NC=CC=C1)NC=1C2=C(N=CN1)NC=C2C=2CCN(CC2)C(C=C)=O 1-(4-(4-((3-chloro-4-(pyridin-2-ylmethoxy)phenyl)amino)-7H-pyrrolo[2,3-d]pyrimidin-5-yl)-3,6-dihydropyridin-1(2H)-yl)prop-2-en-1-one